FC(C=1OC(=NN1)C1=CC=C(C=C1)CN1N=NC(=C1)C1=CC(=CC=C1)N1CCNCC1)F 2-(difluoromethyl)-5-(4-((4-(3-(piperazin-1-yl)phenyl)-1H-1,2,3-triazol-1-yl)methyl)phenyl)-1,3,4-oxadiazole